rac-5-[[2-[(2S,5R)-2-(4-chlorophenyl)-5-methyl-1-piperidyl]-2-oxo-acetyl]amino]pyridine-3-carboxamide ClC1=CC=C(C=C1)[C@H]1N(C[C@@H](CC1)C)C(C(=O)NC=1C=C(C=NC1)C(=O)N)=O |r|